CC(CCC=C(C)C)CC(=O)O The molecule is a monounsaturated fatty acid that is oct-6-enoic acid carrying methyl groups at positions 3 and 7. It has a role as a plant metabolite and a flavouring agent. It is a monoterpenoid, a medium-chain fatty acid and a monounsaturated fatty acid. It derives from a citronellal.